[6-[5-(1-aminocyclopropyl)-4H-1,2,4-triazol-3-yl]-2-azaspiro[3.3]heptan-2-yl]-[6-[[4-(trifluoromethyl-sulfonimidoyl)phenyl]methyl]-2-azaspiro[3.3]heptan-2-yl]methanone NC1(CC1)C=1NC(=NN1)C1CC2(CN(C2)C(=O)N2CC3(C2)CC(C3)CC3=CC=C(C=C3)S(=O)(=N)C(F)(F)F)C1